9-(5-(Difluoromethyl)-1,3,4-thiadiazol-2-yl)-N-(1-methylcyclopropyl)-5-(piperidin-3-yl)-9H-benzo[d]imidazo[1,2-a]imidazole-7-sulfonamide FC(C1=NN=C(S1)N1C=2N(C3=C1C=C(C=C3C3CNCCC3)S(=O)(=O)NC3(CC3)C)C=CN2)F